C(C)(C)(C)C1=CC=2N(N=C1OCC1=NC=C(C(=O)NCC(F)(F)F)C=C1)C(=NN2)C2=NOC(=C2)C 6-[7-tert-butyl-3-(5-methylisoxazol-3-yl)-[1,2,4]triazolo[4,3-b]pyridazin-6-yloxymethyl]-N-(2,2,2-trifluoro-ethyl)-nicotinamide